(((3'-methoxy-3-oxo-3H-spiro[isobenzofuran-1,9'-xanthen]-6'-yl)oxy)methyl)-8-oxo-5-thia-1-azabicyclo[4.2.0]oct-2-ene-2-carboxylic acid COC=1C=CC=2C3(C4=CC=C(C=C4OC2C1)OCC1=C(N2C(CC2SC1)=O)C(=O)O)OC(C1=CC=CC=C13)=O